(5S,8S)-N-(2-chloro-4-methoxybenzyl)-5-fluoro-8-hydroxy-5,6,7,8-tetra-hydroquinoline-5-carboxamide ClC1=C(CNC(=O)[C@]2(C=3C=CC=NC3[C@H](CC2)O)F)C=CC(=C1)OC